(3S,5S,8R,9S,10R,13R,14S,17R)-5,14-dihydroxy-10,13-dimethyl-17-(2-oxo-2H-pyran-5-yl)hexadecahydro-1H-cyclopenta[a]phenanthren-3-yl piperazine-1-carboxylate N1(CCNCC1)C(=O)O[C@H]1CC[C@@]2([C@H]3CC[C@@]4([C@H](CC[C@@]4([C@@H]3CC[C@@]2(C1)O)O)C=1C=CC(OC1)=O)C)C